ClC=1C=NC(=C(C(=O)NC2CCC(CC2)CN2C(C(C3=CC=CC=C23)(CC(C2=CC=CC=C2)O)O)=O)C1)C(F)F 5-chloro-2-(difluoromethyl)-N-((1r,4r)-4-((3-hydroxy-3-(2-hydroxy-2-phenylethyl)-2-oxoindolin-1-yl)methyl)cyclohexyl)nicotinamide